C1(CCC1)C=1C(=NN(C1C=1C=NC(=CC1)OC(F)F)C)NC(=O)C1CC(C1)(F)F N-(4-cyclobutyl-5-(6-(difluoromethoxy)pyridin-3-yl)-1-methyl-1H-pyrazol-3-yl)-3,3-difluorocyclobutane-1-carboxamide